2-(1-(3,3-difluorocyclobutyl)-4-(4-fluorophenyl)-1H-imidazol-5-yl)-N-(2-fluoro-4-(6-methyl-3,6-diazabicyclo[3.1.1]heptan-3-yl)phenyl)thiazole-4-carboxamide FC1(CC(C1)N1C=NC(=C1C=1SC=C(N1)C(=O)NC1=C(C=C(C=C1)N1CC2N(C(C1)C2)C)F)C2=CC=C(C=C2)F)F